6-((2,5-dichloropyrimidin-4-yl)amino)-3,3-dimethylisobenzofuran-1(3H)-one ClC1=NC=C(C(=N1)NC1=CC=C2C(OC(C2=C1)=O)(C)C)Cl